BrC1=CN(C=2N=CN=CC21)C2(CC(C2)C#N)CC#N (1r,3r)-3-(5-bromo-7H-pyrrolo[2,3-d]pyrimidin-7-yl)-3-(cyanomethyl)cyclobutane-1-carbonitrile